dimethylaminoethyl methacrylate aminoacrylate NC(C(=O)O)=C.C(C(=C)C)(=O)OCCN(C)C